C(C)(C)(C)P([C-]1C=CC=C1)C(C)(C)C.[C-]1(C=CC=C1)P(C(C)(C)C)C(C)(C)C.[Fe+2] 1,1'-bis(di-tertbutylphosphino)-ferrocene